FC1(CCN(CC1)C1=NC(=CC(=N1)NC(C1=C(C=C(C=C1)NS(=O)(=O)CCO)N1C[C@H]2C[C@]2(CC1)C)=O)C)F N-(2-(4,4-difluoropiperidin-1-yl)-6-methylpyrimidin-4-yl)-4-((2-hydroxyethyl)sulfonamido)-2-((1S,6S)-6-methyl-3-azabicyclo[4.1.0]heptan-3-yl)benzamide